N=1N=C(NC1)CCN1C2=C(C3=CC=C(C=C13)OC)C=CN=C2C 9-(2-(4H-1,2,4-triazol-3-yl)ethyl)-7-methoxy-1-methyl-9H-pyrido[3,4-b]indole